N-[3-[2-methyl-6-(6-methyl-pyridin-3-yl)-1-oxoisoquinolin-4-yl]phenyl]ethanesulfonamide CN1C(C2=CC=C(C=C2C(=C1)C=1C=C(C=CC1)NS(=O)(=O)CC)C=1C=NC(=CC1)C)=O